CC1(OCC(O1)C1=C(C=CC=C1)NC(C)C=1C=C(C=C2C(N(C(=NC12)N1CCOCC1)C)=O)C)C 8-(1-((2-(2,2-dimethyl-1,3-dioxolan-4-yl)phenyl)amino)ethyl)-3,6-dimethyl-2-morpholinoquinazolin-4(3H)-one